1,3-dimethyl-2-oxo-2,3-dihydro-1H-benzimidazole-5-carboxamide CN1C(N(C2=C1C=CC(=C2)C(=O)N)C)=O